ClC1=NC=CC(=C1C#N)OC1=CC=C(C=C1)C=1C=NN(C1)CC(=O)N(C)C 2-(4-(4-((2-chloro-3-cyanopyridin-4-yl)oxy)phenyl)-1H-pyrazol-1-yl)-N,N-dimethylacetamide